BrC1=CC=CC(=N1)NC(=O)[C@@H]1[C@@H]2O[C@@H]2CN1C(=O)OC(C)(C)C (1S,2S,5R)-tert-Butyl 2-(6-bromopyridin-2-ylcarbamoyl)-6-oxa-3-azabicyclo[3.1.0]hexane-3-carboxylate